2-cyclohexanediacetic acid C1(C(CCCC1)CC(=O)O)CC(=O)O